4-[3-fluoro-5-methoxy-4-(4-piperidylmethyl)phenyl]-1-[(4-methoxyphenyl)methyl]-6-methyl-pyrazolo[3,4-c]pyridin-7-one FC=1C=C(C=C(C1CC1CCNCC1)OC)C=1C2=C(C(N(C1)C)=O)N(N=C2)CC2=CC=C(C=C2)OC